2-(3-fluorophenyl)-N-(6-oxo-1-phenyl-1,6-dihydropyridin-3-yl)acetamide FC=1C=C(C=CC1)CC(=O)NC1=CN(C(C=C1)=O)C1=CC=CC=C1